N1=CC=C(C=C1)[C@H]1[C@@H](CNC1)C(=O)O trans-4-(4-pyridinyl)-pyrrolidine-3-carboxylic acid